FC(S)(C(C(F)(F)F)C(F)(F)F)F 2,2-difluoro-3,3-bis(trifluoromethyl)thiapropane